8-(2-hydroxy-2-methylpropyloxy)quinoline-5-carboxylic acid ethyl ester C(C)OC(=O)C=1C=2C=CC=NC2C(=CC1)OCC(C)(C)O